[Li].[Cu].[Si] silicon copper lithium